(S)-4-(5-ethoxy-8-fluoro-7-(7-fluoro-8-((triisopropylsilyl)ethynyl)-3-((triisopropylsilyl)oxy)naphthalen-1-yl)-2-(methylthio)pyrido[4,3-d]pyrimidin-4-yl)-6-methyl-1,4-oxazepan-6-ol C(C)OC1=NC(=C(C=2N=C(N=C(C21)N2CCOC[C@](C2)(O)C)SC)F)C2=CC(=CC1=CC=C(C(=C21)C#C[Si](C(C)C)(C(C)C)C(C)C)F)O[Si](C(C)C)(C(C)C)C(C)C